The molecule is a steroid saponin that is protodioscin lacking the 26-O-glucosyl moiety. It has a role as a metabolite. It is a steroid saponin, a trisaccharide derivative, a pentacyclic triterpenoid and a cyclic hemiketal. It derives from a diosgenin. It derives from a hydride of a spirostan. C[C@H]1[C@H]2[C@H](C[C@@H]3[C@@]2(CC[C@H]4[C@H]3CC=C5[C@@]4(CC[C@@H](C5)O[C@H]6[C@@H]([C@H]([C@@H]([C@H](O6)CO)O[C@H]7[C@@H]([C@@H]([C@H]([C@@H](O7)C)O)O)O)O)O[C@H]8[C@@H]([C@@H]([C@H]([C@@H](O8)C)O)O)O)C)C)O[C@@]1(CC[C@@H](C)CO)O